3-[5-(aminomethyl)-3-methyl-1-oxo-2,3-dihydro-1H-isoindol-2-yl]piperidine-2,6-dione NCC=1C=C2C(N(C(C2=CC1)=O)C1C(NC(CC1)=O)=O)C